p-menthen-8-en-2-ol C1(C(CC(=CC1)C(=C)C)O)C